2-[(3-Aminopropylamino)methyl]-N-[4-[4-[6-chloro-4-(trifluoromethyl)-2-pyridinyl]piperazin-1-yl]sulfonylphenyl]benzamide NCCCNCC1=C(C(=O)NC2=CC=C(C=C2)S(=O)(=O)N2CCN(CC2)C2=NC(=CC(=C2)C(F)(F)F)Cl)C=CC=C1